COC1CN(C1)[C@H]1COC2=CC=CC=C2[C@@H]1NC1=NC=CC2=C1C=C(N2COCC[Si](C)(C)C)C(F)(F)F N-((3R,4S)-3-(3-methoxyazetidin-1-yl)chroman-4-yl)-2-(trifluoromethyl)-1-((2-(trimethylsilyl)ethoxy)methyl)-1H-pyrrolo[3,2-c]pyridin-4-amine